C(CC)OC(C[C@H](CCl)O)=O (R)-(+)-4-chloro-3-hydroxybutyric acid propyl ester